FC1CC(N(C1)C(CN1C(OC(=N1)C)=O)=O)C(=O)NC(C1=CC=CC=C1)C1=NC(=C(C=C1)C(C)C)F 4-fluoro-N-{[6-fluoro-5-(propan-2-yl)pyridin-2-yl](phenyl)methyl}-1-[2-(5-methyl-2-oxo-2,3-dihydro-1,3,4-oxadiazol-3-yl)acetyl]pyrrolidine-2-carboxamide